methyl (Z)-2-[5-(3-cyclobutylpyrazol-1-yl)-4-fluoro-2-methyl-phenoxy]-3-methoxy-prop-2-enoate C1(CCC1)C1=NN(C=C1)C=1C(=CC(=C(O\C(\C(=O)OC)=C/OC)C1)C)F